COC(N(C[C@@H]1NCCC1)C1(CC1)C1=CC(=C(C=C1)F)OC(F)(F)F)=O (R)-(1-(4-fluoro-3-(trifluoromethoxy)phenyl)cyclopropyl)(pyrrolidin-2-ylmethyl)carbamic acid methyl ester